2,4,6-tris(3,5-di-tert-butyl-2,6-dihydroxyphenyl)triazinylhafnium dichloride [Cl-].[Cl-].C(C)(C)(C)C=1C(=C(C(=C(C1)C(C)(C)C)O)N1NC(=C(C(=N1)C1=C(C(=CC(=C1O)C(C)(C)C)C(C)(C)C)O)[Hf+2])C1=C(C(=CC(=C1O)C(C)(C)C)C(C)(C)C)O)O